Methyl (S)-3-(4-(benzyloxy)phenyl)-2-(2-(1-(methylsulfonyl)piperidin-4-yl)acetamido)-propanoate C(C1=CC=CC=C1)OC1=CC=C(C=C1)C[C@@H](C(=O)OC)NC(CC1CCN(CC1)S(=O)(=O)C)=O